N-(3,4-Dichloro-1H-indol-7-yl)-1H-pyrazol-4-sulfonamid ClC1=CNC2=C(C=CC(=C12)Cl)NS(=O)(=O)C=1C=NNC1